(S)-5-benzyl-N-(5-methyl-4-oxo-2,3,4,5-tetrahydrobenzo[b][1,4]oxazepin-3-yl)isoxazole-3-carboxamide C(C1=CC=CC=C1)C1=CC(=NO1)C(=O)N[C@@H]1C(N(C2=C(OC1)C=CC=C2)C)=O